C1(=CC=CC=C1)C1N=C(OC1)C1=C(C=CC=C1)Br 2-(4-phenyl-4,5-dihydro-oxazol-2-yl)bromobenzene